BrC=1C=C(C(=O)N[C@@H](C(=O)NC)CC2=CC=C(C=C2)Cl)C=C(C1)NCC=1N=CNC1C (R)-3-bromo-N-(3-(4-chlorophenyl)-1-(methylamino)-1-oxopropan-2-yl)-5-(((5-methyl-1H-imidazol-4-yl)methyl)amino)benzamide